ClC1=C(C=C(C(=C1)NC1=CC=C(C=C1)F)C)N=CN(C)CC N'-(2-chloro-4-((4-fluorophenyl)amino)-5-methylphenyl)-N-ethyl-N-methylformimidamide